3-Bromo-5-(methoxymethyl)aniline BrC=1C=C(N)C=C(C1)COC